FC([C@H]1[C@@](C1)(CO)NC(=O)C=1N(N=C2C=CC(=CC12)OCC1=NC=CC=C1)C)F N-[cis-2-(difluoromethyl)-1-(hydroxymethyl)cyclopropyl]-2-methyl-5-[(pyridin-2-yl)methoxy]-2H-indazole-3-carboxamide